FC(C1=NN=C(S1)N1N=CC2=C(C=C(C=C12)S(NC1(CC1)C)(=O)=O)N1CCN(CC1)C(=O)N(C)C)F 4-(1-(5-(Difluoromethyl)-1,3,4-thiadiazol-2-yl)-6-(N-(1-methylcyclopropyl)sulfamoyl)-1H-indazol-4-yl)-N,N-dimethylpiperazine-1-carboxamide